2-(6-cyclopropylimidazo[1,2-a]pyridin-2-yl)-4-hydroxy-N'-(4-methoxybenzylidene)butanehydrazide C1(CC1)C=1C=CC=2N(C1)C=C(N2)C(C(=O)NN=CC2=CC=C(C=C2)OC)CCO